(S)-5-(1-amino-3-methylbutyl)thiophene-3-carboxamidine hydrochloride Cl.N[C@@H](CC(C)C)C1=CC(=CS1)C(=N)N